O=C1NC(CCC1N1C(C2=CC=CC(=C2C1=O)NCC(=O)N1CCC(CC1)C(=O)OCC1=CC=CC=C1)=O)=O Benzyl 1-((2-(2,6-dioxopiperidin-3-yl)-1,3-dioxoisoindolin-4-yl)glycyl)piperidine-4-carboxylate